C1=CC=CC=2C3=CC=CC=C3N(C12)C1=CC(=CC=C1)N1C2=CC=CC=C2C=2C=CC=CC12 1,3-bis(9-carbazolyl)benzene